FC(C1=C(C(=O)O)C(=CC(=C1)C(F)(F)F)C(F)(F)F)(F)F 2,4,6-tris(trifluoromethyl)benzoic acid